(R)-3-amino-3-methyltetrahydrothiophene 1,1-dioxide N[C@]1(CS(CC1)(=O)=O)C